1-chloro-4-propoxy-thioxanthenone ClC1=CC=C(C=2SC3=CC=CC=C3C(C12)=O)OCCC